The molecule is an L-lysine derivative obtained from nucleophilic cleavage of the beta-lactam ring of amoxicillin by the epsilon-amino group of the L-lysine molecule. It contains an amoxicilloyl group. It derives from an amoxicillin. CC1([C@@H](N[C@H](S1)[C@@H](C(=O)NCCCC[C@@H](C(=O)O)N)NC(=O)[C@@H](C2=CC=C(C=C2)O)N)C(=O)O)C